FC1=C(C=CC(=C1)F)C=1C=CC=C2[C@H](COCC12)CNC (S)-1-(8-(2,4-difluorophenyl)-isochroman-4-yl)-N-methyl-methanamine